N-(3-(4-Methyl-1H-imidazol-1-yl)-5-(trifluoromethyl)phenyl)-1-((3-methyl-1H-pyrazolo[3,4-b]pyridin-5-yl)methyl)indolin-6-carboxamid CC=1N=CN(C1)C=1C=C(C=C(C1)C(F)(F)F)NC(=O)C1=CC=C2CCN(C2=C1)CC=1C=C2C(=NC1)NN=C2C